3-methyl-4-phosphaneylbut-2-en-1-ol CC(=CCO)CP